C1(=CC=CC=C1)[C@H](C)N1C[C@H](CC1)NC(OC(C)(C)C)=O tert-butyl ((S)-1-((S)-1-phenylethyl)pyrrolidin-3-yl)carbamate